(1R,4r)-4-(4-(((1r,4R)-4-(2-((tert-butoxycarbonyl)amino)ethoxy)cyclohexyl)oxy)butanamido)cyclohexane-1-carboxylic acid C(C)(C)(C)OC(=O)NCCOC1CCC(CC1)OCCCC(=O)NC1CCC(CC1)C(=O)O